1,3,5,7-tetra(4-(N,N-dimethylamino)phenyl)-adamantane CN(C)C1=CC=C(C=C1)C12CC3(CC(CC(C1)(C3)C3=CC=C(C=C3)N(C)C)(C2)C2=CC=C(C=C2)N(C)C)C2=CC=C(C=C2)N(C)C